2-{2-[2-(2-azidoethoxy)ethoxy]ethoxy}-6-(hydroxymethyl)oxane-3,4,5-triol N(=[N+]=[N-])CCOCCOCCOC1OC(C(C(C1O)O)O)CO